3-Chloro-2-fluoro-N-[4-[(E)-3-[4-[2-hydroxyethyl-(methyl)amino]phenyl]prop-2-enoyl]phenyl]-5-(trifluoromethyl)benzamide ClC=1C(=C(C(=O)NC2=CC=C(C=C2)C(\C=C\C2=CC=C(C=C2)N(C)CCO)=O)C=C(C1)C(F)(F)F)F